C(C)N1C=C(C(=C1)C1=C(C(=CC=C1)OC)C)C1CCOCC1 ethyl-4-(3-methoxy-2-methylphenyl)-3-(tetrahydro-2H-pyran-4-yl)-1H-pyrrole